FC(CN1N=CC(=C1)C=1C=C(C=C(C1)C1=NN(C=C1)CC)[C@@H](C)NC(C1=C(C=CC(=C1)OCCN(C)C)C)=O)F (R)-N-(1-(3-(1-(2,2-difluoroethyl)-1H-pyrazol-4-yl)-5-(1-ethyl-1H-pyrazol-3-yl)phenyl)ethyl)-5-(2-(dimethylamino)ethoxy)-2-methylbenzamide